O=C1N(CC2=C(C=C(C=C12)C(=O)O)C(F)(F)F)C1=CC(=CC=C1)[C@@](C(C1=NN=CN1C)(F)F)(C)F (R)-3-oxo-2-(3-(1,1,2-trifluoro-1-(4-methyl-4H-1,2,4-triazol-3-yl)propan-2-yl)phenyl)-7-(trifluoromethyl)isoindoline-5-carboxylic acid